(4,6-di-tert-butylphenyl) fluorophosphite P(OC1=CC=C(C=C1C(C)(C)C)C(C)(C)C)([O-])F